C(C1=CC=CC=C1)OC1=NC(=CC=C1C1=CC=C(C=C1)Br)OCC1=CC=CC=C1 2,6-bis(benzyl-oxy)-3-(4-bromophenyl)pyridine